BrC=1C=C2C(N(C(NC2=CC1CO)=O)CC)=S 6-bromo-3-ethyl-7-(hydroxymethyl)-4-thioxo-3,4-dihydroquinazolin-2(1H)-one